O(C1=CC=CC=C1)C=1C=C(C=C(C1)OC1=CC=CC=C1)[Si](C1=CC=CC=C1)(C1=CC=CC=C1)C1=CC=CC=C1 (3,5-Diphenoxyphenyl)triphenylsilane